NCC1CCN(CC1)C1=C2C=CN(C(C2=CN=C1)=O)CC=1N=C2N(C=C(C=C2)C)C1 5-(4-(aminomethyl)piperidin-1-yl)-2-((6-methylimidazo[1,2-a]pyridin-2-yl)methyl)-2,7-naphthyridin-1(2H)-one